C1=C(NC=N1)C[C@@H](C(=O)[O-])N The molecule is the L-enantiomer of histidinate(1-), It has a role as a Saccharomyces cerevisiae metabolite and an Escherichia coli metabolite. It is a conjugate base of a L-histidine. It is a conjugate acid of a L-histidinate(2-). It is an enantiomer of a D-histidinate(1-).